C(C)C(CN(CC(CCCC)CC)CN1N=NC2=C1C=CC=C2)CCCC 1-[bis(2-ethylhexyl)aminomethyl]-benzotriazole